BrC1=CC=C(C=C1)[C@@]12OC3=C([C@@]1([C@H]1[C@@H]([C@H]2C2=CC=CC=C2)C(O1)=O)O)C(=CC(=C3)OC)OC (2aR,3S,3aR,8bS,8cR)-3a-(4-bromophenyl)-8b-hydroxy-6,8-dimethoxy-3-phenyl-3,3a,8b,8c-tetrahydrooxeto[2',3':3,4]cyclopenta[1,2-b]benzofuran-2(2aH)-one